1-methyl-1H-imidazole-5-formaldehyde CN1C=NC=C1C=O